C(C1=CC=CC=C1)OC1=CC(=C(C=C1)NC1=NC(=CC=C1)OCCCC1CCCCC1)C N-[4-(benzyloxy)-2-methylphenyl]-6-(3-cyclohexylpropoxy)pyridin-2-amine